NC1=C2N=CN(C2=NC(=N1)F)[C@H]1CC[C@](O1)(CO[P@](=O)(OC1=CC=CC=C1)N[C@H](C(=O)OC(C)C)C)C#C (2R,3S,5R)-5-(6-amino-2-fluoro-9H-purin-9-yl)-2-ethynyl-2-((((S)-(((S)-1-isopropoxy-1-oxopropan-2-yl)amino)(phenoxy)phosphoryl)oxy)methyl)tetrahydrofuran